(1R)-4-(6-{6-[2-(tert-butyldimethylsilyl)ethynyl]-4-methylpyridin-3-yl}-4,7-dimethyl-7H-pyrrolo[2,3-d]pyrimidin-5-yl)-6'-methyl-3'H-spiro[cyclohexane-1,2'-furo[2,3-b]pyridin] [Si](C)(C)(C(C)(C)C)C#CC1=CC(=C(C=N1)C1=C(C2=C(N=CN=C2C)N1C)C1CCC2(CC=3C(=NC(=CC3)C)O2)CC1)C